1-(2,6-bis(benzyloxy)pyridin-3-yl)-4-bromo-5-fluoro-3-methyl-1,3-dihydro-2H-benzo[d]imidazol-2-one C(C1=CC=CC=C1)OC1=NC(=CC=C1N1C(N(C2=C1C=CC(=C2Br)F)C)=O)OCC2=CC=CC=C2